perfluoro nonenyl-methyl ether C(=CCCCCCCC)COF